Cl.NC(C(=O)NC=1SC=CN1)C1=CC=CC=C1 2-Amino-2-phenyl-N-(thiazol-2-yl)acetamide hydrochloride